4-methoxy-N-(methyl-d3)aniline COC1=CC=C(NC([2H])([2H])[2H])C=C1